4-methoxy-5-(3-fluorophenyl)-N-(2-cyano-3-(2-dimethylaminoethoxy)pyridine-5-yl)-2-aminopyrimidine COC1=NC(N(C=C1C1=CC(=CC=C1)F)C=1C=C(C(=NC1)C#N)OCCN(C)C)N